N-(4-(3,3-difluoroazetidin-1-yl)cyclohexyl)-6-isopropyl-N-methyl-5-(8-methyl-[1,2,4]triazolo[1,5-a]pyridin-6-yl)-4H-thieno[3,2-b]pyrrole-2-carboxamide FC1(CN(C1)C1CCC(CC1)N(C(=O)C1=CC=2NC(=C(C2S1)C(C)C)C=1C=C(C=2N(C1)N=CN2)C)C)F